ClC=1C=CC(=C(C1)O)C1=C(N=C(N=N1)N[C@H]1CN(CCC1)CC)C 5-Chloro-2-[3-[[(3R)-1-ethyl-3-piperidyl]amino]-5-methyl-1,2,4-triazin-6-yl]phenol